N1CCC(CC1)C1=CC=C(N=N1)C1=C(C=C(C=C1)N1N=CC=C1)O 2-(6-piperidin-4-yl-pyridazin-3-yl)-5-1H-pyrazol-1-yl-phenol